2-((2S)-1-propenoyl-4-(2,3-difluoro-2'-(((S)-1-methylpyrrolidin-2-yl)methoxy)-5',8'-dihydro-6'H-spiro[inden-1,7'-quinazolin]-4'-yl)piperazin-2-yl)acetonitrile C(C=C)(=O)N1[C@H](CN(CC1)C1=NC(=NC=2CC3(CCC12)C(=C(C1=CC=CC=C13)F)F)OC[C@H]1N(CCC1)C)CC#N